5-bromopyrazolo[1,5-a]pyridine-3-carbonitrile BrC1=CC=2N(C=C1)N=CC2C#N